C(C=C)(=O)NC(C(C)C)S(=O)(=O)O acrylamido-2-methylpropansulfonic acid